C(C=C)(=O)N1[C@H](CN(CC1)C1=C(C(N(C2=NC(=C(C=C12)Cl)C1=C(C=CC=C1O)F)C=1C(=NC=CC1C)C(C)C)=O)C#N)CC#N 4-((S)-4-acryloyl-3-(cyanomethyl)piperazin-1-yl)-6-chloro-7-(2-fluoro-6-hydroxyphenyl)-1-(2-isopropyl-4-methylpyridin-3-yl)-2-oxo-1,2-dihydro-1,8-naphthyridine-3-carbonitrile